CC1(CCS(CC1)=O)C(=O)O 4-methyl-1-oxo-thiane-4-carboxylic acid